tert-butyl N-[(3R,6S)-6-[(1S)-1-{2-[2-(2,6-dioxopiperidin-3-yl)-1-oxo-3H-isoindol-4-yl]ethynyl}-6-azaspiro[2.5]octane-6-carbonyl]oxan-3-yl]carbamate O=C1NC(CCC1N1C(C2=CC=CC(=C2C1)C#C[C@H]1CC12CCN(CC2)C(=O)[C@@H]2CC[C@H](CO2)NC(OC(C)(C)C)=O)=O)=O